P(O)(O)OC1=C(C=C(C=C1C(C)(C)C)C(C)(C)C)C(C)(C)C 2,4,6-tri-t-butylphenol monophosphite